3-(3,4-dichlorophenyl)-5-(2-(3-fluoro-3-(fluoromethyl)azetidin-1-yl)-2-oxoethyl)thieno[3,2-c]pyridin-4(5H)-one ClC=1C=C(C=CC1Cl)C1=CSC2=C1C(N(C=C2)CC(=O)N2CC(C2)(CF)F)=O